5-((E)-2-(2-aminoquinolin-7-yl)vinyl)cyclopentane-1,2-diol NC1=NC2=CC(=CC=C2C=C1)/C=C/C1CCC(C1O)O